tert-butyl (2R,6S)-4-[7-[(8-fluoro-2-methyl-imidazo[1,2-a]pyridin-6-yl)sulfamoyl]-2-methyl-indazol-4-yl]-2,6-dimethyl-piperazine-1-carboxylate FC=1C=2N(C=C(C1)NS(=O)(=O)C1=CC=C(C3=CN(N=C13)C)N1C[C@H](N([C@H](C1)C)C(=O)OC(C)(C)C)C)C=C(N2)C